CSC(=S)OCC1CN(CC1)C(=O)OC(C)(C)C tert-butyl 3-((((methylthio)carbonothioyl)oxy)methyl)pyrrolidine-1-carboxylate